[Si](C1=CC=CC=C1)(C1=CC=CC=C1)(C(C)(C)C)OC[C@H]1NCCCC[C@@H](C1)C#N (2S,4S)-2-(((tert-Butyldiphenylsilyl)oxy)methyl)azocane-4-carbonitrile